[Ni].NC1=NN=NN1C1=CC=C(C=C1)C(=O)O 5-amino-1-(4-carboxyphenyl)-tetrazole nickel